FC1=CC(=C(C=C1)NC=1C2=C(N=CN1)CNCC2)C(F)(F)F N-(4-fluoro-2-(trifluoromethyl)phenyl)-5,6,7,8-tetrahydropyrido[3,4-d]pyrimidin-4-amine